ClC=1C=C(C(=O)N2CC=3C(=NN4C3C(N(C[C@H]4C)[C@H](C)C=4C=NC(=NC4)C)=O)C[C@H]2C)C=CC1Cl |o1:18| (3R,7R)-2-(3,4-dichlorobenzoyl)-3,7-dimethyl-9-((R*)-1-(2-methylpyrimidin-5-yl)ethyl)-1,2,3,4,8,9-hexahydropyrido[4',3':3,4]pyrazolo[1,5-a]pyrazin-10(7H)-one